CCCCCCCCCCCCCCCC(=O)O[C@H](COC(=O)CCCCCCC/C=C\\CCCCCCCC)COP(=O)(O)OC[C@@H](C(=O)O)N The molecule is a 3-sn-phosphatidyl-L-serine in which the phosphatidyl acyl groups at positions 1 and 2 are specified as oleoyl and palmitoyl respectively. It derives from an oleic acid and a hexadecanoic acid. It is a conjugate acid of a 1-oleoyl-2-palmitoyl-sn-glycero-3-phospho-L-serine(1-).